C(C1=CC=CC=C1)N1C(N2C(CN(CC2)C(C2=CC(=C(C=C2)Br)Cl)=O)=C1C(=O)NCC1=CC=C(C=C1)OC)=O 2-benzyl-7-(4-bromo-3-chlorobenzoyl)-N-[(4-methoxyphenyl)methyl]-3-oxo-2H,3H,5H,6H,7H,8H-imidazo[1,5-a]pyrazine-1-carboxamide